5-(1-((2-(3-ethylureido)thiazol-5-yl)methyl)piperidin-4-yl)-6-fluoro-N-methylpicolinamide C(C)NC(NC=1SC(=CN1)CN1CCC(CC1)C=1C=CC(=NC1F)C(=O)NC)=O